3-(isoxazol-3-yl)aniline (2S)-methyl-2-(((benzyloxy)carbonyl)amino)-3-((tert-butoxycarbonyl)amino)butanoate COC([C@H](C(C)NC(=O)OC(C)(C)C)NC(=O)OCC1=CC=CC=C1)=O.O1N=C(C=C1)C=1C=C(N)C=CC1